6-(5-{[(4-fluorophenyl)amino]methyl}-1,3,4-oxadiazol-2-yl)pyridin-2-ol FC1=CC=C(C=C1)NCC1=NN=C(O1)C1=CC=CC(=N1)O